C(#N)C=1N=CC=C2C1N(C(=C2)C(=O)N(C)C21CC(C2)(C1)F)CC 7-cyano-1-ethyl-N-{3-fluorobicyclo[1.1.1]pentan-1-yl}-N-methylpyrrolo[2,3-c]pyridine-2-carboxamide